C1(CCC1)N1CCC(CC1)NC(=O)C=1C(=NC(=NC1)NC[C@H](CC)F)NC1CCC(CC1)O N-(1-cyclobutylpiperidin-4-yl)-2-(((S)-2-fluorobutyl)amino)-4-(((1r,4S)-4-hydroxycyclohexyl)amino)pyrimidine-5-carboxamide